ClC=1N=NC(=C(C1CCCNC=1SC(=C(N1)C(=O)OC)CCCOC(C(F)(F)F)=O)C)Cl Methyl 2-((3-(3,6-dichloro-5-methylpyridazin-4-yl)propyl)amino)-5-(3-(2,2,2-trifluoroacetoxy)propyl)thiazole-4-carboxylate